7-chloro-4-hydroxy-3-nitro-1-phenyl-1,8-naphthyridine ClC1=CC=C2C(=C(CN(C2=N1)C1=CC=CC=C1)[N+](=O)[O-])O